C(C)(=O)O[C@@H]1[C@H](C(O)O[C@@H]([C@H]1O)COC(C)=O)N=[N+]=[N-] 3,6-Di-O-acetyl-2-azido-2-deoxy-D-glucopyranose